2-((4-amino-3-(3-methoxyphenyl)-1H-pyrazolo[3,4-d]pyrimidin-1-yl)methyl)-3-phenyl-4H-chromen-4-one NC1=C2C(=NC=N1)N(N=C2C2=CC(=CC=C2)OC)CC=2OC1=CC=CC=C1C(C2C2=CC=CC=C2)=O